C(C1=CC=CC=C1)OC(N[C@@H]1[C@H]2C[C@@H]([C@@H](C1)O2)N(C(O)=O)C(C)(C)C)=O |r| racemic-tert-butyl-(1R,2S,4R,5S)-7-oxabicyclo[2.2.1]heptane-2,5-diyldicarbamic acid benzyl ester